(2-(tert-butyl)phenoxy)acetic acid C(C)(C)(C)C1=C(OCC(=O)O)C=CC=C1